S(C)(=O)(=O)O.C1(CC1)CN1C(=NC=2C1=NC(=CC2)C=2NC(=NC2C2=CC=CC=C2)C2=C(C=CC=C2F)F)N 3-cyclopropylmethyl-5-[2-(2,6-difluorophenyl)-5-phenyl-3H-imidazol-4-yl]-3H-imidazo[4,5-b]pyridin-2-ylamine mesylate